N-[2-(2,5-dichlorothiophen-3-yl)ethyl]-N'-(2-hydroxypropyl)guanidine ClC=1SC(=CC1CCNC(=N)NCC(C)O)Cl